5-((4-(5,6-dimethylthieno[2,3-d]pyrimidin-4-yl)-3,6-dihydropyridin-1(2H)-yl)methyl)-2-(2,4-dioxotetrahydropyrimidin-1(2H)-yl)isoindoline-1,3-dione CC1=C(SC=2N=CN=C(C21)C=2CCN(CC2)CC=2C=C1C(N(C(C1=CC2)=O)N2C(NC(CC2)=O)=O)=O)C